C(C)(C)(C)C=1OC2=C(N1)C=CC1=CC=CC=C12 2-tert-butylnaphtho[2,1-d]oxazole